BrC=1C(=C(C(=O)NC2(CC2)C)C=CC1)Cl 3-bromo-2-chloro-N-(1-methyl-cyclopropyl)benzamide